3-ethynyl-4-methyl-N-(4-(3-((2-(piperazin-1-yl)ethyl)amino)prop-1-yn-1-yl)-3-(trifluoromethyl)phenyl)benzamide C(#C)C=1C=C(C(=O)NC2=CC(=C(C=C2)C#CCNCCN2CCNCC2)C(F)(F)F)C=CC1C